(8-bromo-5-(2-methoxyethyl)-1,3,4,5-tetrahydro-2H-pyrido[4,3-b]indol-2-yl)-N-hydroxy-8-oxooctanamide BrC1=CC=2C3=C(N(C2C=C1)CCOC)CCN(C3)C(C(=O)NO)CCCCCC=O